CC(C(=O)N1CCN(CC1)C(NC1=NC(N(C=C1)C1=CC(=C(C=C1)CC=O)C)=O)=O)(C)NC(OC(C)(C)C)=O tert-butyl (2-methyl-1-(4-((1-(3-methyl-4-(2-oxoethyl)phenyl)-2-oxo-1,2-dihydropyrimidin-4-yl)carbamoyl)piperazin-1-yl)-1-oxopropan-2-yl)carbamate